trans-4-(2-(2-hydroxy-4-methoxyphenyl)-6-(phenylsulfonyl)imidazo[4,5-d]Pyrrolo[2,3-b]Pyridin-1(6H)-yl)cyclohexanecarbonitrile OC1=C(C=CC(=C1)OC)C1=NC=2C(=C3C(=NC2)N(C=C3)S(=O)(=O)C3=CC=CC=C3)N1[C@@H]1CC[C@H](CC1)C#N